[Si](C)(C)(C(C)(C)C)OS(=O)(=O)C(F)(F)F.BrC1=CC=C2C(=CCOC2=C1F)O[Si](C)(C)C(C)(C)C ((7-bromo-8-fluoro-2H-chromen-4-yl)oxy)(tert-butyl)dimethylsilane Tert-butyldimethylsilyl-trifluoromethanesulfonate